S1C(SCC1)C1=CC=C(C=C1)O 4-(1,3-dithiolan-2-yl)phenol